Acetyl-5-aminosalicylic acid C(C)(=O)OC=1C(C(=O)O)=CC(=CC1)N